7-(hydroxymethyl)pyrazolo[1,5-a]quinoxalin-4(5H)-one OCC=1C=C2NC(C=3N(C2=CC1)N=CC3)=O